N1=C(C=CC=C1)CC(=O)[O-] Pyridine-2-acetate